6-methyl-(6S)-5-azaspiro[2.4]heptane-5,6-dicarboxylic acid 5-tert-butyl ester C(C)(C)(C)OC(=O)N1CC2(CC2)C[C@]1(C(=O)O)C